C1(CCC1)N1N=CC(=C1)NC1=NC=CC(=N1)C1=CN(C2=CC(=CC=C12)NC(C=C)=O)C N-[3-[2-[(1-cyclobutylpyrazol-4-yl)amino]pyrimidin-4-yl]-1-methyl-indol-6-yl]prop-2-enamide